L-2-HYDROXYGLUTARIC ACID O[C@H](C(=O)O)CCC(=O)O